C12(CC(C1)C2)N2N=CC(=C2)N2N=CC=1C2=NC(=C(C1)Cl)N1CCN(CC1)C1(COC1)C 1-[1-(bicyclo[1.1.1]pentan-1-yl)-1H-pyrazol-4-yl]-5-chloro-6-[4-(3-methyloxetan-3-yl)piperazin-1-yl]-1H-pyrazolo[3,4-b]pyridine